(S)-benzyl (6-acrylamido-1-(4-(naphthalen-2-ylsulfonyl)piperazin-1-yl)-1-oxohexan-2-yl)-carbamate C(C=C)(=O)NCCCC[C@@H](C(=O)N1CCN(CC1)S(=O)(=O)C1=CC2=CC=CC=C2C=C1)NC(OCC1=CC=CC=C1)=O